ClC1=CC(=C(C=N1)NC(=O)C1(CNC1)C1=NC(=CC=C1C(C)C)F)OC N-(6-chloro-4-methoxypyridin-3-yl)-3-(6-fluoro-3-isopropylpyridin-2-yl)azetidine-3-carboxamide